8-[3-(pent-4-yn-1-yldisulfanyl)propyl]-1,4,8,11-tetraazacyclotetradecane C(CCC#C)SSCCCN1CCCNCCNCCCNCC1